diazaindene N1N=CC2=CC=CC=C12